C1CCN2C1=C(C=1C=CC=CC21)C(=O)OC methyl 2,3-dihydro-1H-pyrrolo[1,2-a]indole-9-carboxylate